Cyclododeca-1,5,9-trien-1-yl-(cyclopropyl)methanone C1(=CCCC=CCCC=CCC1)C(=O)C1CC1